3-((5-(hydroxymethyl)pyrimidin-2-yl)amino)piperidine-2,6-dione OCC=1C=NC(=NC1)NC1C(NC(CC1)=O)=O